4-Ethoxy-1-ethyl-2-methoxybenzene C(C)OC1=CC(=C(C=C1)CC)OC